4-(4-methylpiperazin-1-yl)-2-(morpholin-4-yl)-8-[1-(tetrahydro-2H-pyran-2-yl)-1H-pyrazol-5-yl]-1,7-naphthyridine CN1CCN(CC1)C1=CC(=NC2=C(N=CC=C12)C1=CC=NN1C1OCCCC1)N1CCOCC1